(E)-N-(furan-2-ylmethyl)-2-(1-(pyridin-2-yl)ethylidene)hydrazine-1-thiocarbamic acid O1C(=CC=C1)CN(C(O)=S)N/N=C(\C)/C1=NC=CC=C1